2,4-DIBROMOTHIAZOLE-5-CARBOXALDEHYDE BrC=1SC(=C(N1)Br)C=O